1-(5-Chloro-1H-indol-3-yl)-3-(4-(thiophen-3-ylmethyl)phenyl)urea ClC=1C=C2C(=CNC2=CC1)NC(=O)NC1=CC=C(C=C1)CC1=CSC=C1